(1R)-5-(5-cyclobutyl-1,2,4-oxadiazol-3-yl)-2,3-dihydro-1H-inden-1-amine hydrochloride Cl.C1(CCC1)C1=NC(=NO1)C=1C=C2CC[C@H](C2=CC1)N